C(C1=CC=CC=C1)OC1=NC(=CC=C1C1(C(C=CC=C1)N)N)OCC1=CC=CC=C1 1-(2,6-dibenzyloxy-3-pyridyl)benzene-1,2-diamine